(dioctylamino)ethanol C(CCCCCCC)N(CCCCCCCC)C(C)O